N-(3-chloro-4-(trifluoromethyl)phenethyl)-1-(3-nitrophenyl)propan-1-amine ClC=1C=C(CCNC(CC)C2=CC(=CC=C2)[N+](=O)[O-])C=CC1C(F)(F)F